1-(6-amino-3-bromo-2-fluoro-4-(trifluoromethyl)phenyl)ethan-1-one NC1=CC(=C(C(=C1C(C)=O)F)Br)C(F)(F)F